FC1=C(OC=2C=C(C(=NC2)C(=O)C2=CNC3=NC=C(C(=C32)N[C@H]3CO[C@@H](CC3)CO)C#N)C)C=CC=C1 3-(5-(2-fluorophenoxy)-3-methylpicolinoyl)-4-(((3R,6S)-6-(hydroxymethyl)tetrahydro-2H-pyran-3-yl)amino)-1H-pyrrolo[2,3-b]pyridine-5-carbonitrile